N-(4-(2-((benzo[d][1,3]dioxol-5-ylmethyl)amino)-2-oxoethyl)phenyl)-N-(4-(tert-butyl)benzyl)cyclopentanecarboxamide O1COC2=C1C=CC(=C2)CNC(CC2=CC=C(C=C2)N(C(=O)C2CCCC2)CC2=CC=C(C=C2)C(C)(C)C)=O